6-[4-(difluoro-methoxy)phenyl]-1-fluoro-5-[4-[(3S)-1-(3-fluoropropyl)pyrrolidin-3-yl]oxyphenyl]-8,9-dihydro-7H-benzo[7]annulen-2-ol FC(OC1=CC=C(C=C1)C1=C(C2=C(CCC1)C(=C(C=C2)O)F)C2=CC=C(C=C2)O[C@@H]2CN(CC2)CCCF)F